C1(CC1)C1=C(CN2C(N(C(C=3C2=CN(N3)CC(C)(F)F)C)C3CCN(CC3)C3=C(C=CC=C3C)F)=O)C=CC=C1 4-(2-Cyclopropyl-benzyl)-2-(2,2-difluoro-propyl)-6-[1-(2-fluoro-6-methyl-phenyl)-piperidin-4-yl]-7-methyl-2,4,6,7-tetrahydro-pyrazolo[4,3-d]pyrimidin-5-one